3-(((4,4-bis(octyloxy)butanoyl)oxy)methyl)-5-(((4-(((2-(pyrrolidin-1-yl)ethyl)carbamoyl)oxy)octanoyl)oxy)methyl)benzyl (9Z,12Z)-octadeca-9,12-dienoate C(CCCCCCC\C=C/C\C=C/CCCCC)(=O)OCC1=CC(=CC(=C1)COC(CCC(CCCC)OC(NCCN1CCCC1)=O)=O)COC(CCC(OCCCCCCCC)OCCCCCCCC)=O